2,4-dinitrobenzene chloride [Cl-].[N+](=O)([O-])C1=CC=CC(=C1)[N+](=O)[O-]